C(C1=CC=CC=C1)N1C(C(C2=CC(=CC=C12)C)(C(=C)C#N)OC([O-])=O)=O 1-benzyl-3-(1-cyanovinyl)-5-methyl-2-oxoindolin-3-ylcarbonate